methyl 2-((2-((tert-butoxycarbonyl)amino)pyrazolo[1,5-a]pyrimidine-3-carboxamido)methyl)-5-chlorobenzofuran-7-carboxylate C(C)(C)(C)OC(=O)NC1=NN2C(N=CC=C2)=C1C(=O)NCC=1OC2=C(C1)C=C(C=C2C(=O)OC)Cl